(1-methylcyclopentylamino)-pyrimidine-5-carboxamide CC1(CCCC1)NC1=NC=C(C=N1)C(=O)N